3-(eicosyloxy)-5-(tributylstannyl)thiophen-2-amine C(CCCCCCCCCCCCCCCCCCC)OC1=C(SC(=C1)[Sn](CCCC)(CCCC)CCCC)N